FC1=CC=C(C=C1)C=1C=CC(=NC1)C(=O)O 5-(4-fluorophenyl)picolinic acid